2-(chloromethyl)4-bromoaniline ClCC1=C(N)C=CC(=C1)Br